4-(ethyl-(3-hydroxypropyl)amino)butan-1-ol C(C)N(CCCCO)CCCO